butyl-4-amino-3-chloro-5-fluoro-6-(7-fluoro-1H-indol-6-yl)pyridine-2-carboxylic acid C(CCC)OC(=O)C1=NC(=C(C(=C1Cl)N)F)C1=CC=C2C=CNC2=C1F